ethyl (1,3-dicyclohexyl-6-hydroxy-2,4-dioxo-1,2,3,4-tetrahydro-pyrimidine-5-carbonyl)glycinate C1(CCCCC1)N1C(N(C(C(=C1O)C(=O)NCC(=O)OCC)=O)C1CCCCC1)=O